CN1C(=CC=2C=NC(=CC21)NC(=O)C2CC2)C=2N=CN(C2)C N-(1-methyl-2-(1-methyl-1H-imidazol-4-yl)-1H-pyrrolo[3,2-c]pyridin-6-yl)cyclopropanecarboxamide